CN1N=CC=C1C1=C2C(=NC=N1)N(N=C2)CC(=O)NC2=NC=C(C=C2)C2=NC=CN=C2 2-[4-(2-methylpyrazol-3-yl)pyrazolo[3,4-d]pyrimidin-1-yl]-N-(5-pyrazin-2-yl-2-pyridyl)acetamide